(S)-5-carbonyl-pyrrolidine C(=O)=C1CCCN1